tert-butyl 4-((4-(5-(4-chlorophenyl)-4-methyl-1H-imidazol-2-yl)phenoxy)methyl)piperidine-1-carboxylate ClC1=CC=C(C=C1)C1=C(N=C(N1)C1=CC=C(OCC2CCN(CC2)C(=O)OC(C)(C)C)C=C1)C